BrC1=CC2=C(N=CN=C2)N(C1=O)C1CCCC1 6-bromo-8-cyclopentyl-8H-pyrido[2,3-d]Pyrimidin-7-one